trichloro hydroxydiphenyl ether C1=CC=C(C=C1)OC2=CC(=C(C(=C2Cl)Cl)O)Cl